Cl.Cl.FC1=C(C=CC(=C1)C1NCCC1)C=1N=C2SC3=C(N2C1)C=C(C(=C3)C(=O)N[C@H]3CN(CCC3)C)OC 2-(2-fluoro-4-(pyrrolidin-2-yl)phenyl)-6-methoxy-N-((R)-1-methylpiperidin-3-yl)benzo[d]imidazo[2,1-b]thiazole-7-carboxamide dihydrochloride